C1(CCCC1)N1C(C(N(CC1)CC1=NC=C(N=C1)C1=C(C=CC=C1)F)=O)=O 1-cyclopentyl-4-((5-(2-fluorophenyl)pyrazin-2-yl)methyl)piperazine-2,3-dione